3-(4-(4-((7-(4-fluorophenyl)-6-methyl-8-oxo-7,8-dihydro-2,7-naphthyridin-1-yl)amino)-2,3-dimethylphenoxy)pyridin-2-yl)-1,1-dimethylurea FC1=CC=C(C=C1)N1C(=CC=2C=CN=C(C2C1=O)NC1=C(C(=C(OC2=CC(=NC=C2)NC(N(C)C)=O)C=C1)C)C)C